(S,E)-Methyl-6-(4-bromobenzofuran-2-carboxamido)-7-(1-(2-(2-adamantylamino)-2-oxoethyl)-2-oxo-1,2-dihydropyridin-3-ylamino)-7-oxohept-2-enoat COC(\C=C\CC[C@@H](C(=O)NC=1C(N(C=CC1)CC(=O)NC1C2CC3CC(CC1C3)C2)=O)NC(=O)C=2OC3=C(C2)C(=CC=C3)Br)=O